(R)-benzoic acid 2-bromo-7-oxohept-1-en-4-yl ester BrC(=C)C[C@@H](CCC=O)OC(C1=CC=CC=C1)=O